ClC1=NC(=CC2=CC=CC(=C12)OC)Cl 1,3-dichloro-8-methoxyisoquinoline